C(C)(C)(C)OC(=O)N1CCC(CC1)CCCCC(=O)O 5-[1-(tert-butoxycarbonyl)piperidin-4-yl]pentanoic acid